BrC=1C(=CC=2C3=C(C(=NC2C1F)N1CC(C1)N(C)C)N=NN3[C@@H]3C[C@H](N(CC3)C(=O)OC(C)(C)C)CC(=O)OC(C)(C)C)C#N tert-butyl (2S,4S)-4-(7-bromo-8-cyano-4-(3-(dimethylamino)azetidin-1-yl)-6-fluoro-1H-[1,2,3]triazolo[4,5-c]quinolin-1-yl)-2-(2-(tert-butoxy)-2-oxoethyl)piperidine-1-carboxylate